C[C@@]12C(CC[C@H]1[C@@H]1CCC=3C=C(C=CC3[C@H]1CC2)OCCC\C=C\C(F)(F)F)=O (8R,9S,13S,14S)-13-Methyl-3-(((E)-6,6,6-trifluorohex-4-en-1-yl)oxy)-6,7,8,9,11,12,13,14,15,16-decahydro-17H-cyclopenta[a]phenanthren-17-one